CN(C=1N=NC(=C(C1)C1=CC=NC=C1)C1=CC2=CC=CC=C2C=C1)C N,N-dimethyl-6-(naphthalen-2-yl)-5-(pyridin-4-yl)pyridazin-3-amine